1,5-diethyl-1,1,3,3,5,5-hexamethyl-trisiloxane C(C)[Si](O[Si](O[Si](C)(C)CC)(C)C)(C)C